FC1=C(C=CC=C1F)CN1N2[C@@](C(=C(C1=O)C(=O)NC1=C(OC(=C1)C)C(F)(F)F)O)(CCC2)CC (4aR)-1-[(2,3-Difluorophenyl)methyl]-4a-ethyl-4-hydroxy-N-[5-methyl-2-(trifluoromethyl)furan-3-yl]-2-oxo-6,7-dihydro-5H-pyrrolo[1,2-b]pyridazine-3-carboxamide